C(=O)(O)C(C)N[C@@H](C)C(=O)O N-(1-carboxyethyl)alanine